NC=1C(N(C=C(C1)C1CC1)CC#N)=O 2-(3-amino-5-cyclopropyl-2-oxopyridin-1(2H)-yl)acetonitrile